3-fluoro-N-{[2-(2-methylphenyl)-2,3-dihydro-1H-indol-3-yl]methyl}-5-(trifluoromethyl)benzamide FC=1C=C(C(=O)NCC2C(NC3=CC=CC=C23)C2=C(C=CC=C2)C)C=C(C1)C(F)(F)F